5-chloro-2-{[(3,3-difluoro-2-hydroxypropyl)amino]methyl}-7,8-dihydro-6H-spiro[[1,3]oxazolo[5,4-f]quinazoline-9,1'-cyclohexane]-7-one ClC=1C=C2C(=C3C1NC(NC31CCCCC1)=O)OC(=N2)CNCC(C(F)F)O